3,4-Methylenedioxy-N,N-dimethylamphetamine C1OC=2C=C(CC(N(C)C)C)C=CC2O1